C1(C=CC=C1)[Hf](N(CC)C)(N(CC)C)N(C)CC cyclopentadienyltris(ethylmethylamino)hafnium